CN(S(=O)CCCC)C N,N-dimethylbutyl-sulfinamide